BrCC(=O)C1=C(C(=NC=C1)CC(=O)N)C (4-(2-bromoacetyl)-3-methylpyridin-2-yl)acetamide